2-(1-Naphthyloxy)propionic acid C1(=CC=CC2=CC=CC=C12)OC(C(=O)O)C